(2-hydroxy-2-methylpropyl)-L-serine cyanomethyl ester C(#N)COC([C@@H](NCC(C)(C)O)CO)=O